N[S@](=O)(C)=NC(O[C@H](C)C1=CC=CC=C1)=O (R)-1-phenylethyl ((R)-amino(methyl)(oxo)-λ6-sulfaneylidene)carbamate